tert-butyl(1-(6-(4-cyano-3-fluorophenyl)-4-methoxy-3-nitropyridin-2-yl)piperidin-4-yl)carbamate C(C)(C)(C)OC(NC1CCN(CC1)C1=NC(=CC(=C1[N+](=O)[O-])OC)C1=CC(=C(C=C1)C#N)F)=O